[Cl-].C(=O)(O)CC[C@@H]([C@H]([NH3+])C1=CC=C(C=C1)Cl)C1=CC(=CC=C1)Cl (1S,2R)-4-Carboxy-2-(3-chlorophenyl)-1-(4-chlorophenyl)butan-1-aminium Chloride